6-(3-(4-chlorobenzyl)ureido)-2-azaspiro[3.3]heptane-2-carboxylic acid tert-butyl ester C(C)(C)(C)OC(=O)N1CC2(C1)CC(C2)NC(=O)NCC2=CC=C(C=C2)Cl